N-[5-(2-fluoroethoxy)-4,6-dimethoxy-pyrimidin-2-yl]-6-methyl-7-(triazol-2-yl)-1H-indole-3-sulfonamide FCCOC=1C(=NC(=NC1OC)NS(=O)(=O)C1=CNC2=C(C(=CC=C12)C)N1N=CC=N1)OC